(2-((5-Chloro-2-((3-(4-(trifluoromethoxy)phenyl)-1H-indazol-5-yl)amino)pyrimidin-4-yl)amino)phenyl)dimethylphosphine oxide ClC=1C(=NC(=NC1)NC=1C=C2C(=NNC2=CC1)C1=CC=C(C=C1)OC(F)(F)F)NC1=C(C=CC=C1)P(C)(C)=O